COC(C(C)(C)C1=C(C=CC=C1)CCCBr)=O.O1N=CC=C1CC(=O)N1C(CCC1)C(=O)N 1-[2-(1,2-oxazol-5-yl)acetyl]pyrrolidine-2-carboxamide methyl-2-(2-(3-bromopropyl)phenyl)-2-methylpropionate